tert-butyl 8-((tert-butyloxycarbonyl)(3-isopropyl-5-((tetrahydro-2H-pyran-4-yl)amino)pyrazolo[1,5-a]pyrimidin-7-yl)amino)-3-azabicyclo[3.2.1]octane-3-carboxylate C(C)(C)(C)OC(=O)N(C1C2CN(CC1CC2)C(=O)OC(C)(C)C)C2=CC(=NC=1N2N=CC1C(C)C)NC1CCOCC1